4-((3'-(3-(2-oxa-7-azaspiro[4.5]decan-7-yl)propoxy)-2,2'-dimethyl-[1,1'-biphenyl]-3-yl)methoxy)-5-chloro-2-hydroxybenzaldehyde C1OCCC12CN(CCC2)CCCOC=2C(=C(C=CC2)C2=C(C(=CC=C2)COC2=CC(=C(C=O)C=C2Cl)O)C)C